5-fluoro-2-(2H-1,2,3-triazol-2-yl)pyridine FC=1C=CC(=NC1)N1N=CC=N1